ClC=1C=C(C(=C(C(=O)NC2=C(C=C(C=C2)C(F)(F)F)Cl)C1)OC)CCN(C)C 5-chloro-N-(2-chloro-4-(trifluoromethyl)phenyl)-3-(2-(dimethylamino)ethyl)-2-methoxybenzamide